ClC1=NC=C(C2=C(C=CC=C12)[N+](=O)[O-])C 1-chloro-4-methyl-5-nitro-isoquinoline